(2R,3S,4R,5R)-5-(4-aminopyrrolo[2,1-f][1,2,4]triazin-7-yl)-5-cyano-4-hydroxy-2-((propionyloxy)methyl)tetrahydrofuran-3-yl 3-methylbutanoate CC(CC(=O)O[C@@H]1[C@H](O[C@@]([C@@H]1O)(C#N)C1=CC=C2C(=NC=NN21)N)COC(CC)=O)C